NN1C(=NN=C1S)S 4-amino-4H-1,2,4-triazole-3,5-dithiol